dilithium manganese orthosilicate [Si]([O-])([O-])([O-])[O-].[Mn+2].[Li+].[Li+]